OC(CC(=O)O)CCCCC(CCCCCCCCCCCCC)O 3,8-dihydroxyheneicosanoic acid